methyl (E)-3-(5-(ethoxymethyl)-2-phenyl-7-((tetrahydro-2H-pyran-4-yl)amino)-1H-indol-3-yl)acrylate C(C)OCC=1C=C2C(=C(NC2=C(C1)NC1CCOCC1)C1=CC=CC=C1)/C=C/C(=O)OC